Br.C(C)N(CC)CC triethylamine HBr